5,5-dioxo-5H-dibenzo[b,d]thiophene-3,7-dicarboxylic acid O=S1(C2=C(C3=C1C=C(C=C3)C(=O)O)C=CC(=C2)C(=O)O)=O